C(C)C(C(=O)[O-])=O (Z)-ethylglyoxylate